trans-5-[[4-[(3S)-3-(3,5-difluorophenyl)isoxazolidine-2-carbonyl]cyclohexyl]methyl]-2-methyl-pyridine-3-carbonitrile FC=1C=C(C=C(C1)F)[C@H]1N(OCC1)C(=O)[C@@H]1CC[C@H](CC1)CC=1C=C(C(=NC1)C)C#N